diisopropyl-N-ethylamine C(C)(C)N(CC)C(C)C